Bicyclo[3.1.0]Hexane-1-carboxylic acid methyl ester COC(=O)C12CCCC2C1